FC=1C=C2C(N(C(=NC2=CC1F)C)C1=CC=C(C=C1)NC(CC1=NC=CC=C1)=O)=O N-(4-(6,7-difluoro-2-methyl-4-oxoquinazolin-3(4H)-yl)phenyl)-2-(pyridin-2-yl)acetamide